4-[4-[2-[1-(6,7-dihydro-5H-pyrrolo[1,2-c]imidazol-1-yl)-2-oxo-2-(thiazol-2-ylamino)ethyl]-7-fluoro-3-oxo-isoindol-5-yl]-3-methyl-phenyl]piperidine-1-carboxylic acid tert-butyl ester C(C)(C)(C)OC(=O)N1CCC(CC1)C1=CC(=C(C=C1)C=1C=C2C(N(CC2=C(C1)F)C(C(NC=1SC=CN1)=O)C1=C2N(C=N1)CCC2)=O)C